N/C(=N\C(=N\S(=O)(=O)C1=CC=C(C=C1)C(F)(F)F)\N1N=C(C(CC1)C1=CC=CC=C1)C1=CC=C(C=C1)Cl)/N(CC)CC (Z)-N-((E)-amino(diethylamino)methylene)-3-(4-chlorophenyl)-4-phenyl-N'-((4-(trifluoromethyl)phenyl)sulfonyl)-5,6-dihydropyridazine-1(4H)-carboximidamide